C(C)OC1CCC(CC1)OS(=O)(=O)C Methanesulfonic acid (1r,4r)-4-ethoxycyclohexyl ester